(S)-N-((S)-1-(2-chlorophenyl)-2-((3,3-difluorocyclobutyl)amino)-2-oxoethyl)-1-(4-cyanopyridin-2-yl)-N-(5-fluoropyridin-3-yl)-5-oxopyrrolidine-2-carboxamide ClC1=C(C=CC=C1)[C@@H](C(=O)NC1CC(C1)(F)F)N(C(=O)[C@H]1N(C(CC1)=O)C1=NC=CC(=C1)C#N)C=1C=NC=C(C1)F